C[C@H]1N(C[C@@H](CC1)NC1=NC=C(C(=N1)C1=CNC2=NC(=CC=C21)C2=NOC(=N2)C)C(F)(F)F)C(=O)OCC2=CC=CC=C2 benzyl (2R,5R)-2-methyl-5-[[4-[6-(5-methyl-1,2,4-oxadiazol-3-yl)-1H-pyrrolo[2,3-b]pyridin-3-yl]-5-(trifluoromethyl)pyrimidin-2-yl]amino]piperidine-1-carboxylate